1-(4-chloro-3-(2,4-dioxotetrahydropyrimidine-1(2H)-yl)benzoyl)piperidine-4-carbaldehyde ClC1=C(C=C(C(=O)N2CCC(CC2)C=O)C=C1)N1C(NC(CC1)=O)=O